N1N=CC(=C1)C1=NC=CC(=N1)C(=O)N 2-(1H-pyrazol-4-yl)pyrimidine-4-carboxamide